(E)-1-(2,6,6-trimethyl-1-cyclohexa-1,3-dienyl)but-2-en-1-one CC1=C(C(CC=C1)(C)C)C(\C=C\C)=O